methyl-N-(tert-butoxycarbonyl)-glycine CN(CC(=O)O)C(=O)OC(C)(C)C